N2-cyclohexyl-N5-isopropyl-3-(3-methyl-1,2,4-oxadiazol-5-yl)pyridine-2,5-diamine C1(CCCCC1)NC1=NC=C(C=C1C1=NC(=NO1)C)NC(C)C